MethyleneDiphenyl Isocyanate C(C1=C(C=CC=C1)N=C=O)C1=C(C=CC=C1)N=C=O